2-vinylcyclopropane-1,1-dicarboxylic acid indium [In].C(=C)C1C(C1)(C(=O)O)C(=O)O